NC1=NC=2C3=C(C(CC2C=N1)(C)C)C(=NN3)C(=O)NC3=CC(=CC=C3)CN3CCC(CC3)N3CCCCC3 8-amino-N-[3-(1,4'-bipiperidin-1'-ylmethyl)phenyl]-4,4-dimethyl-4,5-dihydro-1H-pyrazolo[4,3-H]quinazoline-3-carboxamide